3-(4-bromophenoxymethyl)-2-(2-methyl-5-phenyl-1,3-thiazole-4-carbonyl)-2-azabicyclo[3.1.1]heptane BrC1=CC=C(OCC2N(C3CC(C2)C3)C(=O)C=3N=C(SC3C3=CC=CC=C3)C)C=C1